C(C)(C)(C)OC(=O)N1C[C@H](N(CC1)C(C(F)(F)F)=O)C (R)-3-methyl-4-(2,2,2-trifluoroacetyl)piperazine-1-carboxylic acid tert-butyl ester